4-(3-(1-methylazetidin-3-yl)phenyl)-1H-1,2,3-triazol CN1CC(C1)C=1C=C(C=CC1)C=1N=NNC1